CC1=CC=CC(=N1)C1=NC=CC(=N1)NC1=NC(=NC=C1)NC1=CC(=CC=C1)CN1CCSCC1 N4-[2-(6-methyl-2-pyridyl)pyrimidin-4-yl]-N2-[3-(thiomorpholinomethyl)phenyl]pyrimidine-2,4-diamine